(R)-(-)-(2,2-dimethyl-[1,3]-dioxolan-4-yl)-methylamine CC1(OC[C@H](O1)CN)C